pyrazole cyclononanaphthalen-9-yl-4-nitrobenzenesulfonate C1C=CC=C2C=CC=3C(=C12)C=CC=CC(=CC3)OS(=O)(=O)C3=CC=C(C=C3)[N+](=O)[O-].N3N=CC=C3